BrC1=CC=C(C=C1)N1C(C(CC1=O)=CC1=CC=C(C=C1)Cl)=O 1-(4-bromophenyl)-3-(4-chlorobenzylidene)pyrrolidine-2,5-dione